NC=1C(NC(N(N1)C1=CC(=C(C(=C1)Cl)OC=1N=NC(=C(C1)C1(CCCC1)C)Cl)Cl)=O)=O 6-amino-2-(3,5-dichloro-4-((6-chloro-5-(1-methylcyclopentyl)pyridazin-3-yl)oxy)phenyl)-1,2,4-triazine-3,5(2H,4H)-dione